(R)-4-phenyl-oxacyclopentane C1(=CC=CC=C1)[C@H]1CCOC1